triguanidinolanthanum N(C(=N)N)[La](NC(=N)N)NC(=N)N